(R)-1-((TERT-BUTYLDIMETHYLSILYL)OXY)PENT-4-EN-2-OL [Si](C)(C)(C(C)(C)C)OC[C@@H](CC=C)O